FC1(CC2(CC(C2)N2N=C(C3=C2CC([C@H]3O)(F)F)C(F)(F)F)C1)F (4S)-1-{6,6-difluorospiro[3.3]heptan-2-yl}-5,5-difluoro-3-(trifluoromethyl)-4,6-dihydrocyclopenta[c]pyrazol-4-ol